tert-Butyl N-allyl-N-(5-bromo-4-methyl-2-vinyl-3-pyridyl)carbamate C(C=C)N(C(OC(C)(C)C)=O)C=1C(=NC=C(C1C)Br)C=C